O=C1NC(CCC1C=1C=C(CN(C)CC2=CC=C(C(=O)NC3=CC(=C(C=C3)C)NC3=NC=CC(=N3)C=3C=NC=CC3)C=C2)C=CC1)=O 4-(((3-(2,6-dioxopiperidin-3-yl)benzyl)(methyl)amino)methyl)-N-(4-methyl-3-((4-(pyridin-3-yl)pyrimidin-2-yl)amino)phenyl)benzamide